FC=1C=C(C=CC1F)C1=C(C=C(C=C1)C(=O)C)OC1CN(CC1)C(=O)OCCCC butyl 3-((3',4'-difluoro-4-(methylcarbonyl)-[1,1'-biphenyl]-2-yl)oxy)pyrrolidine-1-carboxylate